CSCC[C@@]1(NC(C2=CC(=CC=C12)[N+](=O)[O-])=O)C(=O)OC(C)(C)C tert-Butyl (S)-1-(2-(methylthio)ethyl)-5-nitro-3-oxoisoindoline-1-carboxylate